OC1=CC(=C(C(=C1C(=O)O)C)C1=CC2=CC=CC=C2C=C1)C 6-hydroxy-2,4-dimethyl-3-(naphthalen-2-yl)benzoic acid